(R)-methyl 1-(4-fluorophenyl)-6-((3-(trifluoromethyl)phenyl)sulfonyl)-4,4a,5,6,7,8-hexahydro-1H-pyrazolo[3,4-g]isoquinoline-4a-carboxylate FC1=CC=C(C=C1)N1N=CC2=C1C=C1CCN(C[C@]1(C2)C(=O)OC)S(=O)(=O)C2=CC(=CC=C2)C(F)(F)F